C(C1=CC=CC=C1)C=1C=C(C(=C(C1)O)C)O 5-Benzyl-2-methylbenzene-1,3-diol